ClC1=C(C(=O)O)C(=CC(=N1)Cl)Cl 2,4,6-Trichloronicotinic acid